N-(2,4-Dimethoxyphenyl)-1-methyl-3-(1-methyl-1H-indol-2-yl)-1H-indazole-5-carboxamide COC1=C(C=CC(=C1)OC)NC(=O)C=1C=C2C(=NN(C2=CC1)C)C=1N(C2=CC=CC=C2C1)C